di(but-3-yn-1-yl) 3,3'-((2-(dimethylamino)ethyl)azanediyl)dipropionate CN(CCN(CCC(=O)OCCC#C)CCC(=O)OCCC#C)C